C(CCCCCCC)(=O)OCCOC(CCCCCCC)=O ethylene glycol dicaprylate